7-fluoro-2-(5-methoxy-1-benzofuran-2-yl)-N-methylimidazo[1,2-a]pyridin-3-amine FC1=CC=2N(C=C1)C(=C(N2)C=2OC1=C(C2)C=C(C=C1)OC)NC